potassium difluoroundecyl-sulfonate potassium [K+].FC(CCCCCCCCCCS(=O)(=O)[O-])F.[K+].FC(CCCCCCCCCCS(=O)(=O)[O-])F